5-(allylthio)-1-{[rel-(2R,3R)-3-(2-chlorophenyl)-2-(2,4-difluorophenyl)oxiran-2-yl]methyl}-1H-1,2,4-triazole C(C=C)SC1=NC=NN1C[C@]1(O[C@@H]1C1=C(C=CC=C1)Cl)C1=C(C=C(C=C1)F)F |o1:10,12|